trimethylolpropane tris[3-(2-methyl-1-aziridinyl) propionate] CC1N(C1)CCC(=O)O.CC1N(C1)CCC(=O)O.CC1N(C1)CCC(=O)O.C(O)C(CC)(CO)CO